O[C@H]1CN(CC(=C1)C1=C(C=C(C=C1)C(=O)OC)C)C(=O)OC(C)(C)C |r| rac-tert-Butyl 3-hydroxy-5-(4-(methoxycarbonyl)-2-methylphenyl)-3,6-dihydropyridine-1(2H)-carboxylate